C(C)N(C(=O)C1=C(OC2=C(N=CN=N2)N2C[C@@H](CC2)CN2CCC3(CC2)CCC(CC3)NC(=O)C=3OC=CC3)C=CC(=C1)F)C(C)C (S)-N-(3-((1-(6-(2-(ethyl(isopropyl)carbamoyl)-4-fluorophenoxy)-1,2,4-triazin-5-yl)pyrrolidin-3-yl)methyl)-3-azaspiro[5.5]undecane-9-yl)furan-2-carboxamide